C[Si](C(C)(C)C(C)C)(C)[C@]1(O)[C@@H]([C@@H](OCC2=CC=CC=C2)[C@H](O)[C@H](O1)COCC1=CC=CC=C1)N=[N+]=[N-] dimethylthexylsilyl-2-azido-2-deoxy-3,6-di-O-benzyl-β-D-glucopyranose